methyl 2-(furan-2-ylmethylene)-4,4-dimethoxybutyrate O1C(=CC=C1)C=C(C(=O)OC)CC(OC)OC